chroman-d O1C(CCC2=CC=CC=C12)[2H]